FC(C=1C=C2C=CC(=NC2=CC1)N=C=S)F 6-(difluoromethyl)-2-isothiocyanatoquinoline